2-hydroxybenzene-1,4-dicarboxaldehyde OC1=C(C=CC(=C1)C=O)C=O